C(C1=CC=CC=C1)OC(=O)N1CC2=C(NC=3N=NC(=CC32)C3=C(C=CC=C3)O)C1 3-(2-hydroxyphenyl)-7,8-dihydropyrrolo[3',4':4,5]Pyrrolo[2,3-c]Pyridazine-6(5H)-carboxylic acid benzyl ester